COC=1C=C(OC(CNC(CNC2=CC(=CC=C2)C)=N)C)C=CC1 N-[2-(3-methoxyphenoxy)propyl]-2-[(3-methylphenyl)amino]-Ethanimidamide